OCCOCCN(CCOCCO)CCOCCO tris[2-(2-hydroxyethoxy)ethyl]amine